FC=1C=C(CC2=CC=C(N=N2)C=2N(C(C=CC2C(=O)N)=O)C)C=CC1 (6-(3-fluorobenzyl)pyridazin-3-yl)-1-methyl-6-oxo-1,6-dihydropyridine-3-carboxamide